C(C=C)[Mg]Br ALLYLMAGNESIUM BROMIDE